C1(=CC=CC=C1)[N+](=PC1=CC=CC=C1)C1=CC=CC=C1 triphenylphosphaneiminium